C(C)(C)(C)OC(=O)N1C[C@@H](N(CC1)C=1C2=C(N=CN1)N(C=C2C2CC2)C2CC(C2)C(N)=O)C.C2(=C(C(=CC(=C2)C)C)C=2C1=CC=CC=C1N=C1C=CC=C(C21)C2=CC=CC=C2)C 9-mesitylphenyl-acridine tert-Butyl-(S)-4-(7-(3-carbamoylcyclobutyl)-5-cyclopropyl-7H-pyrrolo[2,3-d]pyrimidin-4-yl)-3-methylpiperazine-1-carboxylate